C(C1=CC=CC=C1)(=O)C1=C(C=CC(=C1)Cl)NC(=O)C(C(=O)N)(C)C (R)-2-((2-benzoyl-4-chlorophenyl)carbamoyl)-2-methylpropionamide